[CH3+].C(CCCCCCCCCCCCCCC)(=O)OC methyl palmitate carbenium